Methyl (1-hydroxy-1,3-dihydrobenzo[c][1,2]oxaborole-6-carbonyl)-L-leucinate OB1OCC2=C1C=C(C=C2)C(=O)N[C@@H](CC(C)C)C(=O)OC